acrylamido-3-nitrophenylboronic acid C(C=C)(=O)NC1=C(C=CC=C1[N+](=O)[O-])B(O)O